(E,Z)-10,12-Tetradecadienyl acetate C(C)(=O)OCCCCCCCCC\C=C\C=C/C